FC1=CC=C2C=C(NC(C2=C1)=O)CCCN1CCN(CC1)C1=CC=C(C=C1)F 7-fluoro-3-(3-(4-(4-fluorophenyl)piperazin-1-yl)propyl)isoquinolin-1(2H)-one